[3-[4-[3-(Difluoromethyl)cyclobutyl]phenyl]azetidin-1-yl]-[6-[5-(1-hydroxycyclopropyl)-4H-1,2,4-triazol-3-yl]-2-azaspiro[3.3]heptan-2-yl]methanone FC(C1CC(C1)C1=CC=C(C=C1)C1CN(C1)C(=O)N1CC2(C1)CC(C2)C2=NN=C(N2)C2(CC2)O)F